Tert-butyl 4-[(3aR,4R,6R,6aS)-6-{2-chloro-5-iodopyrrolo[2,3-d]pyrimidin-7-yl}-2,2-dimethyl-tetrahydro-3aH-cyclopenta[d][1,3]dioxol-4-yl]piperidine-1-carboxylate ClC=1N=CC2=C(N1)N(C=C2I)[C@@H]2C[C@@H]([C@@H]1[C@H]2OC(O1)(C)C)C1CCN(CC1)C(=O)OC(C)(C)C